C1(=C(C=CC=C1)C1=NC(=NC(=N1)C1=CC=CC=C1)C=1C=C(C=CC1C#N)C1=C(C=CC=C1)Cl)C1=CC=CC=C1 3-(4-([1,1'-biphenyl]-2-yl)-6-phenyl-1,3,5-triazin-2-yl)-2'-chloro-[1,1'-biphenyl]-4-carbonitrile